FC1=CC=C(C=C1)C=1C(OCC1)=O 3-(4-Fluorophenyl)furan-2(5H)-one